OC(C#C)C#C 3-hydroxy-penta-1,4-diyne